zirconium nickel tin [Sn].[Ni].[Zr]